ClC=1C(=NC=C(C1)N1N=CN(C1=O)CC1=C(C=CC=C1F)F)OC1=C(N=C(S1)C#N)C 5-((3-chloro-5-(4-(2,6-difluorobenzyl)-5-oxo-4,5-dihydro-1H-1,2,4-triazol-1-yl)pyridin-2-yl)oxy)-4-methylthiazole-2-carbonitrile